2-[bis(2,3-dihydro-1,4-benzodioxin-6-ylmethyl)amino]acetic acid methyl ester COC(CN(CC1=CC2=C(OCCO2)C=C1)CC1=CC2=C(OCCO2)C=C1)=O